C1(=CC=CC=C1)C1=C(C=C(C=C1)N)N 1-phenyl-amino-4-aminobenzene